2-(3-(2-(((R)-((R)-8-cyano-1,2,3,4-tetrahydroquinoxalin-2-yl)(2-fluorophenyl)methyl)amino)ethyl)phenyl)acetic acid C(#N)C=1C=CC=C2NC[C@@H](NC12)[C@@H](C1=C(C=CC=C1)F)NCCC=1C=C(C=CC1)CC(=O)O